C[C@H]1C=2C=3C=C(N=NC3NC2CCN1C1=NC=C(C=N1)C1CCNCC1)C1=C(C=CC=C1)O 2-[(3S)-3-methyl-4-[5-(4-piperidinyl)pyrimidin-2-yl]-4,8,10,11-tetraazatricyclo[7.4.0.02,7]Tridec-1(9),2(7),10,12-tetraen-12-yl]Phenol